NC=1C(=C(C=C2C=C(N=CC12)NC(OC1C2CN(CC12)CC)=O)C1=C(C2=C(OCCN2)N=C1)C)F 3-Ethyl-3-azabicyclo[3.1.0]hexan-6-yl (8-amino-7-fluoro-6-(8-methyl-2,3-dihydro-1H-pyrido[2,3-b][1,4]oxazin-7-yl)isoquinolin-3-yl)carbamate